FC=1C(=NC(=NC1)NC1=CC=C2C(=NN(C2=C1)C(=O)OC(C)(C)C)C)C1=CNC2=C(C=CC=C12)NC([C@@H](COC)N1CCN(CC1)C)=O tert-butyl 6-[(5-fluoro-4-[7-[(R)-3-methoxy-2-(4-methylpiperazin-1-yl)propanamido]-1H-indol-3-yl] pyrimidin-2-yl)amino]-3-methylindazole-1-carboxylate